OB1OCC2=C1C(=C(C=C2)C(=O)N[C@@H](C(C)C)C(=O)OCC2=CC(=C(C=C2)OCCN2CCCC2)Cl)C 3-Chloro-4-(2-(pyrrolidin-1-yl)ethoxy)benzyl (1-hydroxy-7-methyl-1,3-dihydrobenzo[c][1,2]oxaborole-6-carbonyl)-L-valinate